OC1(CCN(CC1)C=1SC2=C(N1)C=CC(=C2)C(=O)O)C2=CC=NC=C2 2-(4-hydroxy-4-(pyridin-4-yl)piperidin-1-yl)benzo[d]thiazole-6-carboxylic acid